2-(5-([1,1'-bi(cyclopropan)]-2-yl)-4-(3-fluoro-4-sulfamoylbenzyl)-3-(3-((5-methylthiophen-2-yl)ethynyl)phenyl)-1H-pyrazol-1-yl)thiazole-4-carboxylic acid C1(C(C1)C1=C(C(=NN1C=1SC=C(N1)C(=O)O)C1=CC(=CC=C1)C#CC=1SC(=CC1)C)CC1=CC(=C(C=C1)S(N)(=O)=O)F)C1CC1